4-(2-hydroxy-prop-2-yl)-N-(4-methyl-3-(2-((1-methyl-1H-pyrazol-4-yl)amino)-8,9-dihydroimidazo[1',2':1,6]pyrido[2,3-d]pyrimidin-6-yl)phenyl)picolinamide OC(C)(C)C1=CC(=NC=C1)C(=O)NC1=CC(=C(C=C1)C)C1=CC2=C(N=C(N=C2)NC=2C=NN(C2)C)N2C1=NCC2